OC[C@H](C)S(=O)(=O)NC1=CC(=C(C(=O)NC2=NC(=CC=C2)OCCC(F)(F)F)C=C1)N1CCC2(CC2)CC1 (S)-4-((2-Hydroxy-1-methylethyl)sulfonamido)-2-(6-azaspiro[2.5]octan-6-yl)-N-(6-(3,3,3-trifluoropropoxy)pyridin-2-yl)benzamide